C1(CCCCC1)[C@@H]1C(N2CCCC[C@H]2C(O[C@@H](C=2C=CC=C(OCCOC/C=C/C1)C2)CCC2=CC(=C(C=C2)OC)OC)=O)=O (2R,5S,12R,14E)-12-cyclohexyl-2-[2-(3,4-dimethoxyphenyl)ethyl]-3,17,20-trioxa-10-azatricyclo[19.3.1.05,10]pentacosa-1(25),14,21,23-tetraene-4,11-dione